t-pentylperoxy isobutyl monocarbonate C(OOOC(C)(C)CC)(OCC(C)C)=O